CS(=O)(=O)OC1CN(C1)C(=O)OC(C)(C)C tert-butyl 3-(methanesulfonyloxy)azetidine-1-carboxylate